CP(C1=CC(=C(C=C1)NCC#C)S(=O)(=O)C)(C)=O Dimethyl-(3-(methylsulfonyl)-4-(prop-2-yn-1-ylamino)phenyl)phosphine oxide